CC(C(=O)SCCNC(CCNC([C@@H](C(COP(OP(OC[C@@H]1[C@H]([C@H]([C@@H](O1)N1C=NC=2C(N)=NC=NC12)O)OP(=O)(O)O)(=O)O)(=O)O)(C)C)O)=O)=O)C(=O)O α-Methylmalonyl-CoA